2-(4-bromo-2-nitrophenyl)acetic acid BrC1=CC(=C(C=C1)CC(=O)O)[N+](=O)[O-]